C(CCCC\C=C/C\C=C/C\C=C/CCCCC)(=O)[O-] (6Z,9Z,12Z)-octadeca-6,9,12-trienoate